CC1(OB(OC1(C)C)N1C(C=CC=C1)=O)C (4,4,5,5-tetramethyl-1,3,2-dioxaborolan-2-yl)pyridin-2(1H)-one